dimethyl-(diphenyltriazinyl)(dimethylfluorenyl)biphenyl CC=1C(=C(C(=C(C1)C1=CC=CC=C1)C1=C(C(=CC=2C3=CC=CC=C3CC12)C)C)C1=NN=NC(=C1C1=CC=CC=C1)C1=CC=CC=C1)C